(2R,4R)-N-((S)-1-(((3-Aminobenzo[d]isoxazol-6-yl)methyl)amino)-1-oxopropan-2-yl)-4-phenylpyrrolidine-2-carboxamide Di-trifluoroacetate salt FC(C(=O)O)(F)F.FC(C(=O)O)(F)F.NC1=NOC2=C1C=CC(=C2)CNC([C@H](C)NC(=O)[C@@H]2NC[C@H](C2)C2=CC=CC=C2)=O